ClC1=C(C=C(C=C1)F)C1NC(C2=C3C=CC(=NC3=CC(=C21)C2=C(C(=O)N)C=C(C=C2C(F)(F)F)F)OC)=O [3-(2-chloro-5-fluorophenyl)-7-methoxy-1-oxo-2,3-dihydro-1H-pyrrolo[4,3-f]quinolin-4-yl]-5-fluoro-3-(trifluoromethyl)benzamide